(R*)-1-(1-(1-((3,3-Difluoropiperidin-4-yl)methyl)piperidin-4-yl)-2-methyl-1H-indol-4-yl)dihydropyrimidine-2,4(1H,3H)-dione FC1(CNCC[C@@H]1CN1CCC(CC1)N1C(=CC2=C(C=CC=C12)N1C(NC(CC1)=O)=O)C)F |o1:6|